(Z)-2-(4-(4-chloro-1,2-diphenylbut-1-en-1-yl)phenyl)-N-methylethan-1-amine ClCC/C(=C(\C1=CC=CC=C1)/C1=CC=C(C=C1)CCNC)/C1=CC=CC=C1